O[C@@H]1CN(CC12CC2)C2=CC=CC(=N2)C2=NC1=CC(=NC=C1C=C2)CNC(C2=CC(=C(C=C2)C)S(=O)(=O)C)=O (S)-N-((2-(6-(7-hydroxy-5-azaspiro[2.4]heptan-5-yl)pyridin-2-yl)-1,6-naphthyridin-7-yl)methyl)-4-methyl-3-(methylsulfonyl)benzamide